4-amino-N-methyl-N-((1S)-1-(5-(trifluoromethyl)-2-pyridinyl)ethyl)-1,3-dihydrofuro[3,4-c][1,7]naphthyridine-8-carboxamide NC1=NC=2C=NC(=CC2C2=C1COC2)C(=O)N([C@@H](C)C2=NC=C(C=C2)C(F)(F)F)C